FC1=C(C=CC=C1)NC(C(=O)N1CC2(CC1C(=O)N[C@@H](C[C@H]1C(NCC1)=O)C(COC(F)(F)F)=O)CCOCC2)=O 2-(2-((2-fluorophenyl)amino)-2-oxoacetyl)-N-((S)-3-oxo-1-((S)-2-oxopyrrolidin-3-yl)-4-(trifluoromethoxy)butan-2-yl)-8-oxa-2-azaspiro[4.5]decane-3-carboxamide